FC(CC(C(=O)NC1=NC=CC(=C1)C1=C(C=2C(=NC=CN2)N1)C1=NC=CC=C1)C1=CC=C(C=C1)F)F 4,4-Difluoro-2-(4-fluorophenyl)-N-{4-[7-(pyridin-2-yl)-5H-pyrrolo[2,3-b]pyrazin-6-yl]pyridin-2-yl}butanamid